3-amino-5-methoxypicolinonitrile NC=1C(=NC=C(C1)OC)C#N